ketene boron salt [B].C=C=O